7-aminodiphenylbenzofuran NC1=CC=CC=2C(=C(OC21)C2=CC=CC=C2)C2=CC=CC=C2